3-aminocyclobutanol hydrochloride Cl.NC1CC(C1)O